FC1(CCN(CCC1)C1=C(C(=C(C=N1)C1=NC=C(C=C1)F)C)C(=O)NC1=CC(=CC=C1)S(=O)(=N)C)F 6'-(4,4-difluoroazepan-1-yl)-5-fluoro-4'-methyl-N-(3-(S-methylsulfonimidoyl)phenyl)-[2,3'-bipyridine]-5'-carboxamide